O=C1C(O)=C(O)[C@H](O1)[C@@H](O)CO.[Ca].[Na] sodium-calcium L-ascorbic acid